B(O)(O)CCC=1C(=C(C(=O)O)C(=CC1)OC1CN(C1)C([C@H]1NCC(C1)O)=O)O 3-(2-Boronoethyl)-2-hydroxy-6-{[1-(4-hydroxyprolineyl)azetidin-3-yl]oxy}benzoic acid